FC([C@@H](C)NC1CCC(CC1)NC(=O)C=1C=CC2=C(C=3N(CCO2)C=NC3)C1)(F)F N-((1r,4r)-4-(((R)-1,1,1-Trifluoropropan-2-yl)amino)cyclohexyl)-5,6-dihydrobenzo[f]imidazo[1,5-d][1,4]oxazepine-10-carboxamide